ClC=1C(=CN=NC1)NC(C(=O)OCC)=C=O Ethyl 2-((5-chloropyridazin-4-yl) amino)-2-carbonylacetate